C(C)OC(=O)C=1C(=C2C(=NC1)NC=C2)NC2CC(CC2)O 4-((3-hydroxycyclopentyl)amino)-1H-pyrrolo[2,3-b]pyridine-5-carboxylic acid ethyl ester